OC(C)C=1C=C(C=C2C(N(C(NC12)=O)C)=O)C 8-(1-hydroxyethyl)-3,6-dimethyl-1H-quinazoline-2,4-dione